CC1=C(SC(=C1)C)NC(NS(N(C1CN(CCC1)C)C=1C=NN(C1)C)(=O)=O)=O 3-(3,5-Dimethylthiophen-2-yl)-1-[(1-methyl-1H-pyrazol-4-yl)(1-methylpiperidin-3-yl)sulfamoyl]urea